6-(8-fluoro-2-methylimidazo[1,2-a]pyridin-6-yl)-2-(4-fluoropiperidin-4-yl)quinazolin-4(3H)-one FC=1C=2N(C=C(C1)C=1C=C3C(NC(=NC3=CC1)C1(CCNCC1)F)=O)C=C(N2)C